COC1=C(C=CC=C1)C1(CCNCC1)N 4-(2-methoxyphenyl)piperidine-4-Amine